4,4'-diamino-3,3'-dihydroxybiphenyl NC1=C(C=C(C=C1)C1=CC(=C(C=C1)N)O)O